CC=1C=C(C(=O)O)C(=C(C1)C)C 3,5,6-trimethylbenzoic acid